[Se].[Se]=S Selenium Sulfide Selenium